OCC1=C(C=CC=C1)C1=CNC(C2=CC(=CC=C12)OCC#N)=O 2-((4-(2-(hydroxymethyl)phenyl)-1-oxo-1,2-dihydroisoquinolin-7-yl)oxy)acetonitrile